NC1CC2CCC(C1)N2C=2N(C(C1=C(N2)NC=C1C1=C(C2=C(N=C(O2)CC)C=C1)Cl)=O)C 2-(Endo-3-amino-8-azabicyclo[3.2.1]oct-8-yl)-5-(7-chloro-2-ethylbenzo[d]oxazol-6-yl)-3-methyl-3,7-dihydro-4H-pyrrolo[2,3-d]pyrimidin-4-one